3-[(3-chloro-2-methoxyphenyl)amino]-2-[6-[(3S)-oxolan-3-yloxy]-1,5-naphthyridin-4-yl]-1H,5H,6H,7H-pyrrolo[3,2-c]pyridin-4-one ClC=1C(=C(C=CC1)NC1=C(NC2=C1C(NCC2)=O)C2=CC=NC1=CC=C(N=C21)O[C@@H]2COCC2)OC